3,5-Dimethylpyrrolal CC1=C(NC(=C1)C)C=O